indolespirofluorene C12(C=CC=C3C4=CC=CC=C4C=C13)N=C1C=CC=CC1=C2